7-Cyclopropyl-1-methyl-1H-indazol-3-amine C1(CC1)C=1C=CC=C2C(=NN(C12)C)N